OCCOCCC1=NC2=C(N1C)C=CC(=C2)C(=O)N (2-(2-hydroxyethoxy)-ethyl)-1-methyl-1H-benzo[d]imidazole-5-carboxamide